2-[3-(1,3-benzodioxol-5-yl)-1H-pyrazol-5-yl]-4-bromopyridine O1COC2=C1C=CC(=C2)C2=NNC(=C2)C2=NC=CC(=C2)Br